5-Acetyl-4-(benzo[b]thiophen-3-yl)-2,6-dimethyl-1,4-dihydropyridin C(C)(=O)C=1C(C=C(NC1C)C)C=1C2=C(SC1)C=CC=C2